(S)-2-(2-(7-(3-(aminomethyl)-2-fluorophenyl)benzofuran-5-yl-2,3-d2)-4-methyl-3,4-dihydro-2H-benzo[b][1,4]oxazin-8-yl)acetic acid NCC=1C(=C(C=CC1)C1=CC(=CC=2C(=C(OC21)[2H])[2H])[C@H]2CN(C1=C(O2)C(=CC=C1)CC(=O)O)C)F